C12CC(CC2C1)N1C(C=CC2=C1N=CN=C2)=O 8-(bicyclo[3.1.0]hexan-3-yl)-7-oxo-7,8-dihydropyrido[2,3-d]pyrimidin